C1(=CC=CC=C1)C=1C=CC=2N(C3=CC=C(C=C3C2C1)C1=CC=CC=C1)C1=C(C(=C(C(=N1)N1C2=C(C=3C=CC=CC13)N=CC=C2)N2C1=C(C=3C=CC=CC23)N=CC=C1)C1=CC=CC=C1)N1C2=C(C=3C=CC=CC13)N=CC=C2 5,5',5''-(6-(3,6-diphenyl-9H-carbazol-9-yl)-4-phenylpyridine-2,3,5-triyl)tris(5H-pyrido[3,2-b]indole)